(1S,3S)-3-((2-cyclopropyl-6-(1-methyl-5-(((((R)-1-phenylethoxy)carbonyl)amino)methyl)-1H-1,2,3-triazol-4-yl)pyridin-3-yl)oxy)cyclohexane-1-carboxylic acid C1(CC1)C1=NC(=CC=C1O[C@@H]1C[C@H](CCC1)C(=O)O)C=1N=NN(C1CNC(=O)O[C@H](C)C1=CC=CC=C1)C